4-hydroxy-N-((R)-2-methoxy-1-(4-(4-methylthiazol-5-yl)phenyl)ethyl)pyrrolidine-2-carboxamide OC1CC(NC1)C(=O)N[C@@H](COC)C1=CC=C(C=C1)C1=C(N=CS1)C